N-[2-[[[4-(2,2-dimethyl-1-oxopropoxy)phenyl]sulfonyl]amino]benzoyl]-(S)-Glycine CC(C(OC1=CC=C(C=C1)S(=O)(=O)NC1=C(C(=O)NCC(=O)O)C=CC=C1)=O)(C)C